BrC=1C=CC2=C(OCC(N2CCCC#N)=O)C1 4-(7-bromo-3-oxo-2,3-dihydro-4H-benzo[b][1,4]oxazin-4-yl)butanenitrile